Cl.CN(CCCNC(CC)=N)C N-[3-(dimethylamino)propyl]propionamidine hydrochloride